CC=1N=CSC1C=C1N=C(OC1=O)C1=CC=C(C=C1)CCC 4-((4-methylthiazol-5-yl)methylene)-2-(4-propylphenyl)oxazol-5(4H)-one